ClC=1C=C2C(=CNC2=CC1)CCCNS(=O)(=O)C1=CC=C(C2=CC=CC=C12)OCCCN1CCN(CC1)C N-(3-(5-chloro-1H-indol-3-yl)propyl)-4-(3-(4-methylpiperazin-1-yl)propoxy)naphthalene-1-sulfonamide